[6-(3-cyclopropyl-1,2,4-triazol-1-yl)-2-azaspiro[3.3]heptan-2-yl]-[7-[[6-(trifluoromethyl)pyridazin-3-yl]methyl]-2,7-diazaspiro[3.4]octan-2-yl]methanone C1(CC1)C1=NN(C=N1)C1CC2(CN(C2)C(=O)N2CC3(C2)CCN(C3)CC=3N=NC(=CC3)C(F)(F)F)C1